pentylcresol C(CCCC)C1=C(C(=CC=C1)O)C